2-(morpholin-4-yl)pyrazolo[1,5-a]pyrid-3-ylamine N1(CCOCC1)C1=NN2C(C=CC=C2)=C1N